N-(3-(5-cyano-3-ethoxyquinoxalin-6-ylamino)-4-fluorophenyl)methanesulfonamide C(#N)C1=C2N=C(C=NC2=CC=C1NC=1C=C(C=CC1F)NS(=O)(=O)C)OCC